1,1,1,3,3,3-Hexafluoropropan-2-yl 1-(2-(1-methylpiperidin-4-yloxy)-4-(trifluoromethyl) benzyl)-1,8-diazaspiro[4.5]decane-8-carboxylate CN1CCC(CC1)OC1=C(CN2CCCC23CCN(CC3)C(=O)OC(C(F)(F)F)C(F)(F)F)C=CC(=C1)C(F)(F)F